trans-N-(3,4-Difluorophenyl)-7-methyl-1,3a,4,9a-tetrahydro-3H,7H-furo[3,4-f]pyrrolo[3,4-b][1,4,5]oxathiazepin-8-carboxamid-5,5-dioxid FC=1C=C(C=CC1F)NC(=O)C=1N(C=C2C1O[C@H]1[C@H](NS2(=O)=O)COC1)C